1-(4-methoxybenzyl)-5-(methylamino)-6-oxo-1,6-dihydropyridazine-4-carbaldehyde COC1=CC=C(CN2N=CC(=C(C2=O)NC)C=O)C=C1